C(#N)C=1C=C(C(=O)OC)C=CC1C1CCN(CC1)C methyl 3-cyano-4-(1-methylpiperidin-4-yl)benzoate